(4-(2-((4-(dimethylamino)butanoyl)oxy)ethyl)-1,3-dioxolane-2,2-diyl)bis(pentane-5,1-diyl) bis(2-(2-hexyl-N-methyldecanamido)acetate) C(CCCCC)C(C(=O)N(C)CC(=O)OCCCCCC1(OCC(O1)CCOC(CCCN(C)C)=O)CCCCCOC(CN(C(C(CCCCCCCC)CCCCCC)=O)C)=O)CCCCCCCC